O=C1N(CC2=CC(=CC=C12)C=1CC(NC(C1)(C)C)(C)C)C1C(NC(CC1)=O)=O 3-(1-oxo-5-(2,2,6,6-tetra-methyl-1,2,3,6-tetrahydro-pyridin-4-yl)isoindolin-2-yl)piperidine-2,6-dione